N-((1H-pyrrolo[3,2-c]pyridin-2-yl)methyl)-2-(3-((2,2-difluoro-2-phenylethyl)amino)-6-(1-methyl-1H-pyrazol-4-yl)-2-oxopyrazin-1(2H)-yl)acetamide trifluoroacetate FC(C(=O)O)(F)F.N1C(=CC=2C=NC=CC21)CNC(CN2C(C(=NC=C2C=2C=NN(C2)C)NCC(C2=CC=CC=C2)(F)F)=O)=O